ClC1=CC(=CC2=C1OCC(N2C)=O)NC(=O)C=2C=NN(C2C(F)(F)F)C2=CN=CC1=CC=CC=C21 N-(8-chloro-4-methyl-3-oxo-3,4-dihydro-2H-benzo[b][1,4]oxazin-6-yl)-1-(isoquinolin-4-yl)-5-(trifluoromethyl)-1H-pyrazole-4-carboxamide